NC1=NC=2C=C(C=CC2C2=C1N=C(N2OCCCCNC(CCCCCCCCCCCCCCCCC)=O)CCCC)P(=O)(C)C N-(4-((4-amino-2-butyl-7-(dimethylphosphoryl)-1H-imidazo[4,5-c]quinolin-1-yl)oxy)butyl)stearamide